1-(2,4-dichloro-5-isopropoxy-phenyl)-3-[(1S)-1-(2-pyrimidin-2-yl-1,2,4-triazol-3-yl)ethyl]urea ClC1=C(C=C(C(=C1)Cl)OC(C)C)NC(=O)N[C@@H](C)C=1N(N=CN1)C1=NC=CC=N1